ClC1=NC=C(C(=C1)OC(F)F)I 2-chloro-4-(difluoromethoxy)-5-iodopyridine